NCC1=NC(=CC=C1)CO[C@@H]1COCC1 (S)-2-aminomethyl-6-((tetrahydrofuran-3-yl)oxy)methylpyridine